BrCC(C1=CC=C(C=C1)C(F)(F)F)=NO bromo-para-trifluoromethyl-acetophenone oxime